FC(C=1C=C(O[C@@H]2C(CN(C2)C=2C=3N(N=C(C2)C=2C(=NC(=NC2)OC)OC)C=CN3)(F)F)C=CC1F)F (S)-8-(4-(3-(difluoromethyl)-4-fluorophenoxy)-3,3-difluoropyrrolidin-1-yl)-6-(2,4-dimethoxypyrimidin-5-yl)imidazo[1,2-b]pyridazine